N-(2-bromo-6-(difluoromethoxy)-4-(perfluoropropan-2-yl)phenyl)-3-(((6-chloropyridin-3-yl)methyl)amino)-2-fluorobenzamide BrC1=C(C(=CC(=C1)C(C(F)(F)F)(C(F)(F)F)F)OC(F)F)NC(C1=C(C(=CC=C1)NCC=1C=NC(=CC1)Cl)F)=O